(4S,7S,12bR)-7-[2(S)-(2-morpholinoacetylthio)-3-phenylpropionamido]-6-oxo-1,2,3,4,6,7,8,12b-octahydropyrido[2,1-a][2]benzazepine-4-carboxylic acid O1CCN(CC1)CC(=O)S[C@H](C(=O)N[C@@H]1C(N2[C@@H](C3=C(C1)C=CC=C3)CCC[C@H]2C(=O)O)=O)CC2=CC=CC=C2